CC=1C=C(N=NC1C)NC1=NN2C(C=C(C=C2)C2=C(C=NN2C)OC[C@@H]2N(CC2)C)=C1 (R)-N-(5,6-Dimethylpyridazin-3-yl)-5-(1-methyl-4-((1-methylazetidin-2-yl)methoxy)-1H-pyrazol-5-yl)pyrazolo[1,5-a]pyridin-2-amine